[N+](=O)([O-])C1=CC=C(C=C1)N1C=CC=C1 1-(4-nitrophenyl)pyrrole